S1C(=NC2=C1C=CC=C2)NC(=O)C=2C=CC=C1CCN(CC21)C2=CC=C(C(=N2)C(=O)OC(C)(C)C)C2=C(C(=CC=C2)OCCC[C@H]2CN(CC2)CC(=O)OCC)C tert-butyl 6-[8-(1,3-benzothiazol-2-ylcarbamoyl)-3,4-dihydro-1H-isoquinolin-2-yl]-3-[3-[3-[(3R)-1-(2-ethoxy-2-oxo-ethyl)pyrrolidin-3-yl]propoxy]-2-methyl-phenyl]pyridine-2-carboxylate